3-((2S)-2-hydroxy-3-(8-(naphthalen-2-ylsulfonyl)-1-oxa-8-azaspiro[4.5]dec-3-ylamino)propoxy)-N-isopropylbenzenesulfonamide O[C@H](COC=1C=C(C=CC1)S(=O)(=O)NC(C)C)CNC1COC2(C1)CCN(CC2)S(=O)(=O)C2=CC1=CC=CC=C1C=C2